O[C@]12[C@H](CN(C1)C(=O)OCC1=CC=CC=C1)C[C@H]([C@H]2O)OC2=CC=CC=C2 benzyl (3aR,4R,5R,6aS)-3a,4-dihydroxy-5-phenoxyhexahydrocyclopenta[c]pyrrole-2(1H)-carboxylate